N-(4-fluoro-3-(trifluorometh-yl)phenyl)-5-(5-(5-hydroxy-3a,5,6,6a-tetrahydro-4H-cyclopenta[d]isoxazol-3-yl)-2-methoxy-benzamido)-2-methylbenzo[d]thiazole-6-carboxamide FC1=C(C=C(C=C1)NC(=O)C1=CC2=C(N=C(S2)C)C=C1NC(C1=C(C=CC(=C1)C1=NOC2C1CC(C2)O)OC)=O)C(F)(F)F